1-hexadecyl-4-(2-hydroxyethyl)pyridineisophthalic acid methyl ester benzenesulfonate C1(=CC=CC=C1)S(=O)(=O)O.COC(C1=CC(C(=O)O)=CC=C1C=1N(CC=C(C1)CCO)CCCCCCCCCCCCCCCC)=O